(S)-2-Chloro-4-(8-(4-(4-((4-(3-((2,6-dioxo-piperidin-3-yl)amino)-phenyl)piperazin-1-yl)-methyl)piperidine-1-carbonyl)phenyl)-2,8-diazaspiro[4.5]decan-2-yl)-3-methylbenzonitrile ClC1=C(C#N)C=CC(=C1C)N1CC2(CC1)CCN(CC2)C2=CC=C(C=C2)C(=O)N2CCC(CC2)CN2CCN(CC2)C2=CC(=CC=C2)N[C@@H]2C(NC(CC2)=O)=O